C1(CC1)N1N=CC(=C1)C=1C(=NC=C(N1)C1=CC=C(C=C1)C(F)F)N (1-cyclopropyl-1H-pyrazol-4-yl)-5-(4-(difluoromethyl)phenyl)pyrazin-2-amine